ClC=1C=C(C=CC1Cl)C(=O)N1CC=2C(=NN3C2C=2C(CCC3)=C(ON2)C(F)(F)F)CC1 (3,4-Dichlorophenyl)[3-(trifluoromethyl)-5,6,9,10-tetrahydro-4H-[1,2]oxazolo[3,4-c]pyrido[4',3':3,4]pyrazolo[1,5-a]azepin-11(12H)-yl]methanone